3-[3-Methyl-5-[4-[4-(methylamino)butoxy]butyl]-2-oxo-benzimidazol-1-yl]piperidine-2,6-dione CN1C(N(C2=C1C=C(C=C2)CCCCOCCCCNC)C2C(NC(CC2)=O)=O)=O